C1(CC1)C(=O)NC1=CC(=C(C=C1)C1=NC=C2N1CCN(C2)C(=O)OCC2=CC=CC=C2)N2CCCC2 benzyl 3-[4-(cyclopropanecarbonylamino)-2-pyrrolidin-1-ylphenyl]-6,8-dihydro-5H-imidazo[1,5-a]pyrazine-7-carboxylate